6,6'''''-(((diisopropylsilanediyl)bis(methylene))bis(oxy))bis(3,3'',5-tri-tert-butyl-5'-methyl-[1,1':3',1''-terphenyl]-2'-ol) C(C)(C)[Si](COC1=CC=C(C=C1C=1C(=C(C=C(C1)C)C1=CC(=CC(=C1)C(C)(C)C)C(C)(C)C)O)C(C)(C)C)(COC1=C(C=C(C=C1C1=C(C(=CC(=C1)C)C1=CC(=CC=C1)C(C)(C)C)O)C(C)(C)C)C(C)(C)C)C(C)C